1-oxo-1,3-dihydrospiro[indene-2,4'-piperidine]-1'-carboxylic acid tert-butyl ester C(C)(C)(C)OC(=O)N1CCC2(CC1)C(C1=CC=CC=C1C2)=O